C(C)(C)(C)C1=CC=C(C=C1)C=1C=2N(C=C(N1)C(=O)O)C=NN2 8-(4-(tert-Butyl)phenyl)-[1,2,4]triazolo[4,3-a]pyrazine-6-carboxylic acid